((1s,3s)-3-Hydroxy-3-methylcyclobutyl)(7-((6-(trifluoromethyl)pyridin-3-yl)oxy)-2-azaspiro[3.5]nonan-2-yl)methanon OC1(CC(C1)C(=O)N1CC2(C1)CCC(CC2)OC=2C=NC(=CC2)C(F)(F)F)C